(S)-4-(azetidin-1-ylmethyl)-2-fluoro-N'-((2,4,5,6-tetrahydro-1H-cyclobuta[f]inden-3-yl)carbamoyl)benzenesulfonimidamide N1(CCC1)CC1=CC(=C(C=C1)[S@](=O)(N)=NC(NC1=C2C(=CC=3CCCC13)CC2)=O)F